FC(C1=CC(=NN1CC1CC2(CN(C2)C(=O)N2C[C@@H]3[C@@H](OCC(N3)=O)CC2)C1)C)F (4aR,8aS)-6-[6-[[5-(difluoromethyl)-3-methyl-pyrazol-1-yl]methyl]-2-azaspiro[3.3]heptane-2-carbonyl]-4,4a,5,7,8,8a-hexahydropyrido[4,3-b][1,4]oxazin-3-one